CN(C[C@H](OC=1C(=NC=CN1)C#N)C)C 3-[(1R)-2-(dimethylamino)-1-methylethoxy]-2-pyrazinenitrile